(E)-N-hydroxy-3-(2-(2-oxo-4-(p-tolyl)piperazin-1-yl)phenyl)acrylamide ONC(\C=C\C1=C(C=CC=C1)N1C(CN(CC1)C1=CC=C(C=C1)C)=O)=O